tert-Butyl 7-((4-(difluoromethoxy)phenyl)sulfonyl)-2,7-diazaspiro[3.5]nonane-2-carboxylate FC(OC1=CC=C(C=C1)S(=O)(=O)N1CCC2(CN(C2)C(=O)OC(C)(C)C)CC1)F